N1=C(C(=CC=C1)C(=O)N1CCC(CC1)(C#N)CC1=C(C=CC=C1)C)C1=CC=NC=C1 1-([2,4'-bipyridine]-3-carbonyl)-4-(2-methylbenzyl)piperidine-4-carbonitrile